CC=1C(=NN(C1)C(=O)OC(C)(C)C)B1OC(C(O1)(C)C)(C)C tert-butyl 4-methyl-3-(4,4,5,5-tetramethyl-1,3,2-dioxaborolan-2-yl)-1H-pyrazole-1-carboxylate